C(C)(C)(C)OC(=O)N1CC2=C(C(=C(C=C2C(C1)=C)OCC1=CC=CC=C1)N(C(C(F)(F)F)=O)CC(=O)OC)F 6-(Phenylmethoxy)-8-fluoro-7-[(2-methoxy-2-oxoethyl)(trifluoroacetyl)amino]-4-methylene-3,4-dihydroisoquinoline-2(1H)-carboxylic acid tert-butyl ester